NC1=NC(N(C=C1)C=1C=C2CC(CC2=CC1)O[Si](C)(C)C(C)(C)C)=O 4-amino-1-(2-((tert-butyldimethyl-silyl)oxy)-2,3-dihydro-1H-inden-5-yl)pyrimidin-2(1H)-one